S1SCC(C1)(CO)CO 1,2-dithiolane-4,4-dimethanol